C(C)(C)(C)OC(=O)N1CCN(CC1)N1C(C=C(C(=C1)C(=O)OC)C(C)=O)=O 4-(4-acetyl-5-(methoxycarbonyl)-2-oxopyridin-1(2H)-yl)piperazine-1-carboxylic acid tert.Butyl ester